[Bi]=[Te] Bismuth-telluride